2-bromo-6-(4-morpholinyl)pyridine BrC1=NC(=CC=C1)N1CCOCC1